N-[2-(3,4-dimethoxyphenyl)ethyl]-2-[1-[(4-methylphenyl)methyl]-5-oxopyrrolidin-2-yl]acetamide COC=1C=C(C=CC1OC)CCNC(CC1N(C(CC1)=O)CC1=CC=C(C=C1)C)=O